(S)-l-1-(4-fluorophenyl)-3-methoxy-8-(piperazin-1-yl)-10-(trifluoromethyl)-3,4-dihydro-2H,6H-[1,4]thiazepino[2,3,4-ij]quinazolin-6-one FC1=CC=C(C=C1)S1C[C@H](CN2C(N=C(C3=CC(=CC1=C23)C(F)(F)F)N2CCNCC2)=O)OC